3-(2-(dimethylamino) ethyl)-1H-indol-6-yl acetate C(C)(=O)OC1=CC=C2C(=CNC2=C1)CCN(C)C